COCCN1C(=NC2=C1C=CC(=C2)C(=O)O)NC=2OC1=C(N2)C=CC(=C1)OC(F)(F)F 1-(2-methoxyethyl)-2-((6-(trifluoromethoxy)-benzo[d]oxazol-2-yl)-amino)-1H-benzo[d]-imidazole-5-carboxylic acid